3-(3-Methyl-2-oxo-4-vinyl-benzimidazol-1-yl)piperidine CN1C(N(C2=C1C(=CC=C2)C=C)C2CNCCC2)=O